O1C(=CC2=C1C=CC=C2)C(N2CCC(CC2)C2=C(C=CC=C2)OC)C2=NN=NN2CCCC 1-(benzofuran-2-yl(1-butyl-1H-tetrazol-5-yl)methyl)-4-(2-methoxyphenyl)piperidine